C(C1=CC=CC=C1)(=O)C=1C=C(C=CC1)[C@@H](C)NC(C1=CC=CC=C1)=O N-[(1R)-1-(3-benzoylphenyl)ethyl]benzamide